(S)-4-(dimethylamino)-7-(3-hydroxypyrrolidin-1-yl)-1-phenyl-quinazolin-2(1H)-one CN(C1=NC(N(C2=CC(=CC=C12)N1C[C@H](CC1)O)C1=CC=CC=C1)=O)C